FC=1C=C(\C=C/2\C(NC(O2)=S)=S)C=CC1 (Z)-5-(3-fluorobenzylidene)oxazolidine-2,4-dithione